C(C1=CC=CC=C1)OC1=NN(C=2CCCCC12)C1CCN(CC1)CC1=NC2=C(N1C[C@H]1OCC1)C=C(C=C2)C(=O)OC (S)-methyl 2-((4-(3-(benzyloxy)-4,5,6,7-tetrahydro-1H-indazol-1-yl)piperidin-1-yl)methyl)-1-(oxetan-2-ylmethyl)-1H-benzo[d]imidazole-6-carboxylate